rac-(2R,4S)-6-chloro-N-{3-[2-(4-chloro-3-fluorophenoxy)acetamido]bicyclo[1.1.1]pentan-1-yl}-4-hydroxy-2-methyl-3,4-dihydro-2H-1-benzopyran-2-carboxamide ClC=1C=CC2=C([C@H](C[C@@](O2)(C(=O)NC23CC(C2)(C3)NC(COC3=CC(=C(C=C3)Cl)F)=O)C)O)C1 |r|